COC1=CC=CC=C1C(=O)N o-methoxybenzamide